6-(3,5-dimethoxybenzyl)-3-methyl-8-[(oxetan-3-ylmethyl)amino]-2-(propan-2-yl)imidazo[1,2-c]pyrido[2,3-e]pyrimidin-5(6H)-one COC=1C=C(CN2C(N3C(C4=C2C=C(C=N4)NCC4COC4)=NC(=C3C)C(C)C)=O)C=C(C1)OC